NCC(CN(C(O)=O)CCCCNCC(CN)C)C (3-amino-2-methylpropyl)(4-((3-amino-2-methylpropyl)amino)butyl)carbamic acid